CO\N=C(\C(=O)NC)/C1=C(C(=CC=C1)C)CO/N=C(\C)/C1=NC(=CN=C1)C(F)(F)F (2E)-2-methoxyimino-N-methyl-2-[3-methyl-2-[[(E)-1-[6-(trifluoromethyl)pyrazin-2-yl]-ethylideneamino]oxymethyl]phenyl]acetamide